CN(CCNC1=NC=C(C=C1C)NC=1N=CC2=C(N1)CN(CC2)C2=C(C1=C(OCCN1)N=C2)C)C N2-[2-(dimethylamino)ethyl]-3-methyl-N5-(7-{8-methyl-1H,2H,3H-pyrido[2,3-b][1,4]oxazin-7-yl}-5H,6H,7H,8H-pyrido[3,4-d]pyrimidin-2-yl)pyridine-2,5-diamine